4-(9-(5-(difluoromethyl)-1,3,4-thiadiazol-2-yl)-6-fluoro-7-(N-(1-methylcyclopropyl)sulfamoyl)-9H-pyrimido[4,5-b]indol-4-yl)-N,N-dimethyl-3,6-dihydropyridine-1(2H)-carboxamide FC(C1=NN=C(S1)N1C2=C(C3=CC(=C(C=C13)S(NC1(CC1)C)(=O)=O)F)C(=NC=N2)C=2CCN(CC2)C(=O)N(C)C)F